FC=1C(=NN(C1OCC1=CC=C(C=C1)F)C(=O)C=1C=C(C(=O)O)C=CC1)C1CNCC1 3-{4-fluoro-5-[(4-fluorophenyl)methoxy]-3-(pyrrolidin-3-yl)-1H-pyrazole-1-carbonyl}benzoic acid